N-(tert-butyldimethylsilyl)-4-(2-((tert-butyldimethyl-silyl)oxy)ethyl)-2-(2-hydroxypropan-2-yl)thiazole-5-sulfonimidamide [Si](C)(C)(C(C)(C)C)NS(=O)(=N)C1=C(N=C(S1)C(C)(C)O)CCO[Si](C)(C)C(C)(C)C